S1C(=NC2=C1C=CC=C2)NC2=C(C(=C(N=N2)NC=2S(C=CN2)C(=O)O)C)C 2-({6-[(1,3-Benzothiazol-2-yl)amino]-4,5-dimethylpyridazin-3-yl}amino)-1,3-thiazole-1-carboxylic acid